CC1(N(C(C2=CC=CC=C12)=O)C1=NC=CC2=C(C(=C(C(=C12)C1=CC=C(C=C1)F)C1=CC=C(C=C1)F)C1=CC=C(C=C1)F)C1=CC=C(C=C1)F)C 3,3-dimethyl-2-(5,6,7,8-tetrakis(4-fluorophenyl)-1-isoquinolinyl)isoindol-1-one